COC(=O)C1=NC(=C(N=C1N)N)Cl 3,5-diamino-6-chloropyrazine-2-carboxylic acid methyl ester